[4-(difluoromethyl)phenyl]methylamine FC(C1=CC=C(C=C1)CN)F